C(CC(C)C)OC(CC)=O propanoic acid isoamyl ester